6-(methoxymethyl)nicotinic acid COCC1=NC=C(C(=O)O)C=C1